C1(CCCCC1)C(=O)OC(C#C)=O propynoic cyclohexanoic anhydride